1,1-dimethoxypropane COC(CC)OC